CC(C)(C)[S@](=O)N[C@@H](CC1=NC=CC=C1)C1=C(C=CC=C1)C1=NN(C2=NC=CC=C21)C (S)-2-Methyl-N-{(S)-1-[2-(1-methyl-1H-pyrazolo[3,4-b]pyridine-3-yl)phenyl]-2-(pyridine-2-yl)ethyl}propane-2-sulfinamide